5-(5-((1R,5S,6r)-6-(1H-1,2,3-triazol-5-yl)-3-azabicyclo[3.1.0]hexan-3-yl)-1,3,4-oxadiazol-2-yl)-N-(4-methylphenethyl)pyrimidin-2-amine N1N=NC=C1C1[C@H]2CN(C[C@@H]12)C1=NN=C(O1)C=1C=NC(=NC1)NCCC1=CC=C(C=C1)C